OC=1C(C(=CN2C[C@@H]3N(C(C21)=O)[C@H](CO3)C)C(=O)NCC3=NN=C2N3N=C(C=C2)Cl)=O (3S,11aR)-6-hydroxy-3-methyl-N-[(6-chloro[1,2,4]triazolo[4,3-b]pyridazin-3-yl)methyl]-5,7-dioxo-2,3,5,7,11,11a-hexahydro[1,3]oxazolo[3,2-a]pyrido[1,2-d]pyrazine-8-carboxamide